tert-butyl (2R,5R)-2-(5-aminopyridin-3-yl)-5-methylpyrrolidine-1-carboxylate NC=1C=C(C=NC1)[C@@H]1N([C@@H](CC1)C)C(=O)OC(C)(C)C